(S)-1-(3-((7-(((1,1,1,3,3,3-Hexafluoropropan-2-yl)oxy)carbonyl)-2,7-diazaspiro[3.5]nonan-2-yl)methyl)-5-(trifluoromethyl)phenyl)piperidine-3-carboxylic acid FC(C(C(F)(F)F)OC(=O)N1CCC2(CN(C2)CC=2C=C(C=C(C2)C(F)(F)F)N2C[C@H](CCC2)C(=O)O)CC1)(F)F